O[C@@H]1[C@H]([C@@H](O[C@@H]([C@@H]1O)CO)OCCOC)NC(C(F)(F)F)=O N-((2R,3R,4R,5R,6R)-4,5-dihydroxy-6-(hydroxymethyl)-2-(2-methoxyethoxy)tetrahydro-2H-pyran-3-yl)-2,2,2-trifluoroacetamide